N=1C=C(N2C1C=CC=C2)C(=O)N imidazo[1,2-a]Pyridine-3-carboxamide